FC(C=1C=C(C=NC1)N1CCN(CC1)S(=O)(=O)O)(F)F 4-(5-(trifluoromethyl)pyridin-3-yl)piperazine-1-sulfonic acid